1,7-dimethyl-3-(tetrahydro-2H-pyran-4-yl)-3,4-dihydropyrimido[4,5-d]pyrimidin-2(1H)-one CN1C(N(CC=2C1=NC(=NC2)C)C2CCOCC2)=O